ClCC=1COC2=CC=C(C=C2C1C1=CC=C(C=C1)F)F 3-(chloromethyl)-6-fluoro-4-(4-fluorophenyl)-2H-chromene